Europium-samarium [Sm].[Eu]